CC(\C=N\N(C1CCC(CC1)(F)F)CC#C)(C)C N-[(E)-2,2-dimethylpropylideneamino]-4,4-difluoro-N-prop-2-ynyl-cyclohexanamine